tert-butyl 2-(3-(2-(tert-butoxycarbonylamino)ethylcarbamoyl)benzyl)-3-(4-(3,4-dichlorophenyl)-5-isobutylthiazol-2-ylamino)propanoate C(C)(C)(C)OC(=O)NCCNC(=O)C=1C=C(CC(C(=O)OC(C)(C)C)CNC=2SC(=C(N2)C2=CC(=C(C=C2)Cl)Cl)CC(C)C)C=CC1